C(=O)(O)CN1CCN(CCN(CC1)CC(=O)O)CC1=[N+](C=CC2=CC=CC=C12)[O-] 1-((4,7-bis(carboxymethyl)-1,4,7-triazacyclononan-1-yl)methyl)isoquinoline 2-oxide